C[C@@H]1N(CCN(C1)C=1N=NC(=CC1)NC(=O)C=1C(=CC=2N(C1)C=C(N2)C)OCC(F)(F)F)C(=O)OC(C)(C)C tert-butyl (s)-2-methyl-4-(6-(2-methyl-7-(2,2,2-trifluoroethoxy)imidazo[1,2-a]pyridine-6-carboxamido)pyridazin-3-yl)piperazine-1-carboxylate